C(C)(C)(C)OC(=O)C1=CC=NC2=CC=C(C=C12)N1CCC(CC1)(O)CC 6-(4-Ethyl-4-hydroxypiperidin-1-yl)quinoline-4-carboxylic acid tert-butyl ester